3-[6-chloro-3-(ethoxycarbonyl)-2-methylquinolin-4-yl]propanoic acid ClC=1C=C2C(=C(C(=NC2=CC1)C)C(=O)OCC)CCC(=O)O